C(C(C)=C)OCC(C)=C Dimethallyl Ether